6-[4-[(R)-(3,4-dimethoxyphenyl)-(4-pyridyl)methyl]piperidine-1-carbonyl]-4H-1,4-benzoxazin-3-one COC=1C=C(C=CC1OC)[C@H](C1CCN(CC1)C(=O)C=1C=CC2=C(NC(CO2)=O)C1)C1=CC=NC=C1